5-[[5-bromo-4-(2-isopropylsulfonylanilino)pyrimidin-2-yl]amino]-3,3-dimethyl-1-(tetrahydropyran-4-ylmethyl)indolin-2-one BrC=1C(=NC(=NC1)NC=1C=C2C(C(N(C2=CC1)CC1CCOCC1)=O)(C)C)NC1=C(C=CC=C1)S(=O)(=O)C(C)C